N-(2,4-dichloro-6-(phenylselanyl)phenethyl)picolinamide ClC1=C(CCNC(C2=NC=CC=C2)=O)C(=CC(=C1)Cl)[Se]C1=CC=CC=C1